(1R,5S,6r)-6-(5-cyclopropyl-1,2,4-oxadiazol-3-yl)-3-azabicyclo[3.1.0]hexane monohydrochloride Cl.C1(CC1)C1=NC(=NO1)C1[C@H]2CNC[C@@H]12